n-tricosyl-butanediamine C(CCCCCCCCCCCCCCCCCCCCCC)C(CCC)(N)N